4-chloro-1'-(4-fluorobenzyl)spiro[isoindoline-1,3'-pyrrolidine] ClC1=C2CNC3(CN(CC3)CC3=CC=C(C=C3)F)C2=CC=C1